[N+](=O)([O-])C1=C(C=CC=C1)N1C(=CC=C1)/C=C/C=N/N=C(N)N N''-[(e)-[(2e)-3-[1-(2-nitrophenyl)-1H-pyrrol-2-yl]prop-2-en-1-ylidene]amino]guanidine